2-t-butyl-propane-1,3-diol C(C)(C)(C)C(CO)CO